C(=O)C=1C(=CC(=C(C(=O)N2CCC(CC2)C2=C(C#N)C=CC=C2)C1)C)C (1-(5-formyl-2,4-dimethylbenzoyl)piperidin-4-yl)benzonitrile